5-fluorobenzisoxazol FC=1C=CC2=C(C=NO2)C1